4-(3-cyano-5-methoxyphenyl)-1-(4-(3,4-dichlorophenyl)-5-(isopropylsulfanyl)thiazol-2-yl)-3-methyl-1H-pyrazole-5-carboxylic acid C(#N)C=1C=C(C=C(C1)OC)C=1C(=NN(C1C(=O)O)C=1SC(=C(N1)C1=CC(=C(C=C1)Cl)Cl)SC(C)C)C